The molecule is a polyprenol diphosphate having (Z,Z,Z)-geranylgeraniyl (nerylneryl) as the polyprenyl component. It derives from a (Z,Z,Z)-geranylgeraniol. It is a conjugate acid of a nerylneryl diphosphate(3-). CC(=CCC/C(=C\\CC/C(=C\\CC/C(=C\\COP(=O)(O)OP(=O)(O)O)/C)/C)/C)C